tert-butyl (S)-2-((tert-butyldimethylsilyloxy) methyl)-4-methyl-5-oxo-5,6-dihydropyridine-1(2H)-carboxylate [Si](C)(C)(C(C)(C)C)OC[C@H]1N(CC(C(=C1)C)=O)C(=O)OC(C)(C)C